C(C)(=O)O[C@@H]1O[C@@H]([C@@H]([C@@H]([C@H]1NC(C)=O)OC(C)=O)OC(C)=O)COC(C)=O (2S,3R,4R,5R,6R)-3-acetamido-6-(acetoxymethyl)-tetrahydro-2H-pyran-2,4,5-triyl triacetate